(1R,3R,4R)-N-[(1R)-1-cyano-2-[(3S)-2-oxopyrrolidin-3-yl]ethyl]-2-[(2S)-3-cyclobutyl-2-[(2,2,2-trifluoroacetyl)amino]propanoyl]-5,5-difluoro-2-azabicyclo[2.2.2]octane-3-carboxamide C(#N)[C@@H](C[C@H]1C(NCC1)=O)NC(=O)[C@@H]1N([C@H]2CC([C@@H]1CC2)(F)F)C([C@H](CC2CCC2)NC(C(F)(F)F)=O)=O